4-(4-(quinazolin-4-yloxy)butyl)morpholine tert-butyl-5-chloro-6-hydroxy-3,4-dihydro-1H-isoquinoline-2-carboxylate C(C)(C)(C)OC(=O)N1CC2=CC=C(C(=C2CC1)Cl)O.N1=CN=C(C2=CC=CC=C12)OCCCCN1CCOCC1